COC1=C(C=CC(=C1)N1CCOCC1)C1=C(C(=NC(=N1)N)NCC1=CC(=CC=C1)S(=O)(=O)C)C(F)(F)F (2-Methoxy-4-morpholinophenyl)-N4-(3-(methylsulfonyl)benzyl)-5-(trifluoromethyl)pyrimidine-2,4-diamine